4,5-difluoro-2-iodo-phenylpropionic acid FC1=CC(=C(C=C1F)C(C(=O)O)C)I